N[C@@H]1C2=CC=CC=C2CC12CCN(CC2)C=2NC(C1=C(N2)NN=C1C(=C)C1=CC(=CC(=C1)OC)OC)=O (S)-6-(1-amino-1,3-dihydro-spiro[inden-2,4'-piperidin]-1'-yl)-3-(1-(3,5-dimethoxyphenyl)vinyl)-1,5-dihydro-4H-pyrazolo[3,4-d]pyrimidin-4-one